4-bromo-5-[1-(2,6-dichloro-benzoyl)-piperidin-4-ylamino]-benzofuran-2-carboxylic acid BrC1=C(C=CC2=C1C=C(O2)C(=O)O)NC2CCN(CC2)C(C2=C(C=CC=C2Cl)Cl)=O